C1=2C=3CNCCC3NC2N=NC(=C1)C1=C(C=CC=C1)O 2-{4,8,10,11-tetraazatricyclo[7.4.0.0{2,7}]Tridec-1(9),2(7),10,12-tetraen-12-yl}phenol